NC(C)CCCCCCCCC(C)N 2,11-diaminododecane